C(C)(C)(C)OC(=O)N1CCC(CC1)C=1N=C2N(C=C(C(=C2F)C(C)(C)O)Br)C1 4-[6-bromo-8-fluoro-7-(2-hydroxypropan-2-yl)imidazo[1,2-a]pyridin-2-yl]piperidine-1-carboxylic acid tert-butyl ester